C(C)(C)(C)OC(=O)C1=NC=CC=C1C1=C(N(C(=C1)C#N)CC12CC3(CC(CC(C1)C3)C2)OC)C 3-[5-cyano-1-(3-methoxy-adamantan-1-ylmethyl)-2-methyl-1H-pyrrol-3-yl]-pyridine-2-carboxylic acid tert-butyl ester